N1C=C(CC(=C1)C(=O)OCC)C(=O)OCC diethyl 1,4-dihydro-3,5-pyridinedicarboxylate